OC1=CC=C(C=C1)C(CCC(=O)O)(C)C1=CC=C(C=C1)O 4,4-bis(p-hydroxyphenyl)valeric acid